C(=C)C=1C(=NN2C1CN(CCC2)C(=O)[O-])C(=O)OC methyl 3-vinyl-4,6,7,8-tetrahydropyrazolo[1,5-a][1,4]diazepine-2,5-dicarboxylate